FC(C1=CC=C(C(=O)NC23CCC(CC2)(CC3)C(F)(F)F)C=C1)(F)F 4-(trifluoromethyl)-N-(4-(trifluoromethyl)bicyclo[2.2.2]octan-1-yl)benzamide